ClC1=CC=C(C=N1)NCC1(COC1)C 6-chloro-N-((3-methyloxetan-3-yl)methyl)pyridin-3-amine